NC1=C(C#N)C=CN=C1Cl 3-amino-2-chloroisonicotinonitrile